tert-butyl (2R,3R)-3-hydroxy-2-(3-methoxy-2-methyl-phenyl)pyrrolidine-1-carboxylate O[C@H]1[C@H](N(CC1)C(=O)OC(C)(C)C)C1=C(C(=CC=C1)OC)C